[(carbazolyl)pyridineyl](dimethylfluorenyl)carbazole C1(=CC=CC=2C3=CC=CC=C3NC12)C=1C(=NC=CC1)C1=C(C=2NC3=CC=CC=C3C2C=C1)C1=C(C(=CC=2C3=CC=CC=C3CC12)C)C